ClC(C(=O)O)CCCl 2,4-dichlorobutanoic acid